FC=1C=CC(=C(C1)CC(O)=C1COC(OC1)(C)C)[N+](=O)[O-] 5-[2-(5-fluoro-2-nitrophenyl)-1-hydroxyethylidene]-2,2-dimethyl-1,3-dioxane